ClC1=C(C=CC(=C1OC=1C(=C2C(N(C=NC2=CC1)C)=O)F)F)NS(=O)(=O)N1CCCC1 N-(2-chloro-4-fluoro-3-((5-fluoro-3-methyl-4-oxo-3,4-dihydroquinazolin-6-yl)oxy)phenyl)pyrrolidine-1-sulfonamide